ClC1=C(C=C(C=C1)C1=NN(C(=N1)CC(=O)N[C@H]1CCC2=NC=CC=C21)CC2CC2)F 2-[3-(4-Chloro-3-fluorophenyl)-1-(cyclopropylmethyl)-1H-1,2,4-triazol-5-yl]-N-[(5S)-5H,6H,7H-cyclopenta[b]pyridin-5-yl]acetamid